2-((4-(2-(5-fluoro-2-methylpyridin-4-yl)-3-isopropyl-1H-indol-5-yl)piperidin-1-yl)methyl)oxazole FC=1C(=CC(=NC1)C)C=1NC2=CC=C(C=C2C1C(C)C)C1CCN(CC1)CC=1OC=CN1